C1(CC1)N1N=CC(=C1)C(=O)NCC#CC1=NN2C(C=CC=C2N[C@H]2[C@H](CN(CC2)C)F)=C1CC(F)(F)F 1-cyclopropyl-N-[3-(7-{[(3S,4R)-3-fluoro-1-methylpiperidin-4-yl]amino}-3-(2,2,2-trifluoroethyl)pyrazolo[1,5-a]pyridin-2-yl)prop-2-yn-1-yl]-1H-pyrazole-4-carboxamide